didodecyl phosphate octylamine salt C(CCCCCCC)N.P(=O)(OCCCCCCCCCCCC)(OCCCCCCCCCCCC)O